Lutidin N1=C(C=CC=C1C)C